CC1(OCC(O1)CO)C 1,2-isopropylidene-rac-glycerol